ClC1=C(C=C(C=C1OC)OC)C1=CC2=C(N=C(N=C2)NC2=CC=C(C=C2)N2C[C@@H](N[C@@H](C2)C)C)N2C1=NN=C2 6-(2-chloro-3,5-dimethoxyphenyl)-N-(4-((3S,5R)-3,5-dimethylpiperazin-1-yl)phenyl)-[1,2,4]triazolo[4',3':1,6]pyrido[2,3-d]pyrimidin-2-amine